trans-[4-(3,5-Dimethyl-[1,2,4]triazolo[4,3-a]pyridin-6-ylmethyl)-cyclohexyl]-[(S)-3-(6-methyl-pyridin-3-yl)-isoxazolidin-2-yl]-methanone CC1=NN=C2N1C(=C(C=C2)C[C@@H]2CC[C@H](CC2)C(=O)N2OCC[C@H]2C=2C=NC(=CC2)C)C